2-(1-adamantyl)-4-chloro-7-methoxy-quinazoline C12(CC3CC(CC(C1)C3)C2)C2=NC3=CC(=CC=C3C(=N2)Cl)OC